1-(5-((7-cyclopropyl-2,3-dihydrobenzo[b][1,4]dioxin-5-yl)amino)-7-(methylamino)pyrazolo[1,5-a]pyrimidin-3-yl)-3-methylurea C1(CC1)C=1C=C(C2=C(OCCO2)C1)NC1=NC=2N(C(=C1)NC)N=CC2NC(=O)NC